4-((3,6,9,12,15-Pentaoxaoctacosyl)oxy)-4-ethoxy-5,8,11,14,17,20-hexaoxa-4-silatriacontane-1-thiol C(COCCOCCOCCOCCOCCCCCCCCCCCCC)O[Si](CCCS)(OCCOCCOCCOCCOCCOCCCCCCCCCC)OCC